FC(C=1C=C(N)C=CC1F)F 3-(difluoromethyl)-4-fluoroaniline